FC(S(=O)(=O)OCC12CC(CC(CC1)(O2)COS(=O)(=O)C(F)(F)F)C2=CC(=C(C=C2)NC(=O)OC(C)(C)C)C2=CCC(CC2)(C)C)(F)F [3-[4-(tert-butoxycarbonylamino)-3-(4,4-dimethylcyclohexen-1-yl)phenyl]-5-(trifluoromethylsulfonyloxymethyl)-8-oxabicyclo[3.2.1]octan-1-yl]methyl trifluoromethanesulfonate